3-(3-cyclobutylphenoxy)-N-[2-(2,4-dimethylphenyl)-2,2-difluoro-ethyl]-6-methyl-pyridazine-4-carboxamide C1(CCC1)C=1C=C(OC=2N=NC(=CC2C(=O)NCC(F)(F)C2=C(C=C(C=C2)C)C)C)C=CC1